Methyl 2-(4-bromo-2-fluoro-5-hydroxyphenyl)acetate BrC1=CC(=C(C=C1O)CC(=O)OC)F